3-(N-(2-(5-cyanothiophen-2-yl)-5-(trifluoromethyl)phenyl)sulfamoyl)-4-cyclopropylbenzoic acid C(#N)C1=CC=C(S1)C1=C(C=C(C=C1)C(F)(F)F)NS(=O)(=O)C=1C=C(C(=O)O)C=CC1C1CC1